8-cyclopropyl-1-iodo-3-[2-methyl-3-(2-methylpyrazol-3-yl)indazol-5-yl]quinolizin-2-one C1(CC1)C=1C=CN2C=C(C(C(=C2C1)I)=O)C1=CC2=C(N(N=C2C=C1)C)C=1N(N=CC1)C